3-cyclopropyl-N-(2-fluoro-2-methylpropyl)-7-[(1-methylpyrazolo[3,4-c]pyridin-4-yl)amino]-7,8-dihydro-6H-cyclopenta[g]isoquinoline-5-sulfonamide C1(CC1)C=1N=CC=2C=C3C(=C(C2C1)S(=O)(=O)NCC(C)(C)F)CC(C3)NC3=C1C(=CN=C3)N(N=C1)C